3-ethyl-16-fluoro-20-oxa-3,4,8,9,23-pentaazapentacyclo[19.3.1.02,6.08,12.013,18]pentacosa-1(24),2(6),4,9,11,13,15,17,21(25),22-decaen-22-amine C(C)N1C=2C3=CN=C(C(OCC4=CC(=CC=C4C4=CC=NN4CC2C=N1)F)=C3)N